1-methylpyrrolo[2,3-b]pyridine-5-carboxylic acid CN1C=CC=2C1=NC=C(C2)C(=O)O